N-cyclopropyl-1-{trans-3-[methyl(7H-pyrrolo[2,3-d]pyrimidin-4-yl)amino]cyclobutyl}methane-sulfonamide C1(CC1)NS(=O)(=O)C[C@@H]1C[C@H](C1)N(C=1C2=C(N=CN1)NC=C2)C